ClC1=CC(=C(COC2=CC=CC(=N2)C2=CC(=C(CC3=NC4=C(N3[C@@H]3COC[C@]3(C)OC)C=C(C=C4)C(=O)O)C=C2F)F)C=C1)F 2-(4-(6-((4-chloro-2-fluorobenzyl)oxy)pyridin-2-yl)-2,5-difluorobenzyl)-1-((3R,4R)-4-methoxy-4-methyltetrahydrofuran-3-yl)-1H-benzo[d]imidazole-6-carboxylic acid